di-tert-butyl-(tert-butylphenyl)phosphine C(C)(C)(C)P(C1=C(C=CC=C1)C(C)(C)C)C(C)(C)C